3-Hydroxy-xanthenium OC=1C=CC2=CC3=CC=CC=C3[O+]=C2C1